O=C1NC(CCC1N1C(N(C2=C1C=CC=C2CCCOCCOCCOCCOCC(=O)OC(C)(C)C)C)=O)=O tert-butyl 2-[2-[2-[2-[3-[1-(2,6-dioxo-3-piperidyl)-3-methyl-2-oxo-benzimidazol-4-yl]propoxy]ethoxy]ethoxy]ethoxy]acetate